[Li].C[Bi]C dimethyl-bismuth lithium